tert-butyl 5-(((6-morpholinopyrimidin-4-yl) amino) methyl)-2-azaspiro[3.3]heptane-2-carboxylate O1CCN(CC1)C1=CC(=NC=N1)NCC1C2(CN(C2)C(=O)OC(C)(C)C)CC1